C(C)(C)(C)C=1C=C(C=NC1)NC(=O)C1=CSC=2CN(CCC21)C(=O)C=2C=NN1C2C=NC=C1 3-N-(5-tert-butyl-3-pyridyl)-6-(pyrazolo[1,5-a]pyrazine-3-carbonyl)-5,7-dihydro-4H-thieno[2,3-c]pyridine-3-carboxamide